ClC=1C=C2C(=CC(=NC2=CC1)C(F)(F)F)NCC1(CN(C1)S(=O)(=O)N)C1=CC(=C(C=C1)F)F 3-(((6-Chloro-2-(trifluoromethyl)quinolin-4-yl)amino)methyl)-3-(3,4-difluorophenyl)azetidine-1-sulfonamide